C(C=C)(=O)OCCCCOC(C=C)=O 1,4-butylene diacrylate